NC=1N=C(C=C2C=C(N=CC12)NC(=O)[C@H]1[C@@H](C1)C#N)C=1C=NC=C(C1C)N (1R,2R)-N-(8-amino-6-(5-amino-4-methylpyridin-3-yl)-2,7-naphthyridin-3-yl)-2-cyanoCyclopropane-1-carboxamide